(triethoxysilylpropoxymethyl)oxetane ethyl-(E)-4-({3-[3-chloro-10-(2-hydroxyethyl)-11-oxo-10,11-dihydro-5H-dibenzo[b,e][1,4]diazepin-5-yl]propyl}amino)but-2-enoate C(C)OC(\C=C\CNCCCN1C2=C(N(C(C3=C1C=C(C=C3)Cl)=O)CCO)C=CC=C2)=O.C(C)O[Si](OCC)(OCC)CCCOCC2OCC2